ClC1=CC=C2C(=N1)C(=C(N2)C2=CC(=NC=C2)NC(C)=O)C2=NC=CC=C2 N-{4-[5-chloro-3-(pyridin-2-yl)-1H-pyrrolo[3,2-b]pyridin-2-yl]pyridin-2-yl}acetamide